O(C1=CC=CC=C1)C1=C(C=CC=C1)N1CCNCC1 4-(phenoxyphenyl)piperazine